4-Butyl-4'-{2-[3,5-difluoro-4-(2-isothiocyanatoethynyl)phenyl]ethynyl}-1,1'-biphenyl C(CCC)C1=CC=C(C=C1)C1=CC=C(C=C1)C#CC1=CC(=C(C(=C1)F)C#CN=C=S)F